(2R,3'R,4'S,5'S,6'R)-6'-(acetoxymethyl)-4'-((5,6-difluoro-2-(tosylimino)-2H-chromen-3-yl)methoxy)-6-methoxy-3',4',5',6'-tetrahydrospiro[chromane-2,2'-pyran]-3',5'-diyl diacetate C(C)(=O)O[C@H]1[C@]2(O[C@@H]([C@@H]([C@@H]1OCC=1C(OC3=CC=C(C(=C3C1)F)F)=NS(=O)(=O)C1=CC=C(C)C=C1)OC(C)=O)COC(C)=O)OC1=CC=C(C=C1CC2)OC